C(C)(C)(C)OC(=O)N1CCN(CC1)C=1C(=NC(=CC1)NC(C)=O)C.N1C(=NC2=C1C=CC=C2)C2CCNCC2 4-(1H-benzo[d]imidazole-2-yl)piperidine tert-butyl-4-(6-acetamido-2-methylpyridin-3-yl)piperazine-1-carboxylate